O=C1NC(CCC1NC=1C=C(CN(C2CCN(CC2)C2=CC=C(C=C2)NC2=NC=C(C(=N2)NCC=2C=C(C=CC2)N(S(=O)(=O)C)C)C(F)(F)F)C)C=CC1)=O N-(3-(((2-((4-(4-((3-((2,6-dioxopiperidin-3-yl)amino)benzyl)(methyl)amino)piperidin-1-yl)phenyl)amino)-5-(trifluoromethyl)pyrimidin-4-yl)amino)methyl)phenyl)-N-methylmethanesulfonamide